ClC1=NC(=C2N=CN(C2=N1)CC1=CC(=CC=C1)Cl)Cl 2,6-dichloro-9-(3-chlorobenzyl)-9H-purine